FC1=C2C=CN(C2=CC(=C1OC=1C=CC(=C(C1)N1N=C(C=C1N1C(CCC1)=O)CC=1C=C(C=CC1)C(C(=O)O)C)F)F)COCC[Si](C)(C)C [3-[[1-[5-[4,6-difluoro-1-(2-trimethylsilylethoxymethyl)indol-5-yl]oxy-2-fluoro-phenyl]-5-(2-oxopyrrolidin-1-yl)pyrazol-3-yl]methyl]phenyl]propanoic acid